2,5-dimethyl-2,5-di(2-ethylhexanoylperoxy)-hexane CC(C)(CCC(C)(OOC(C(CCCC)CC)=O)C)OOC(C(CCCC)CC)=O